(hexahydropyrimidine) ditungsten [W].[W].N1CNCCC1